Methyl (S)-1-(4-((4-(4-((2-(1-hydroxy ethyl)-1H-imidazol-1-yl)methyl)oxazol-2-yl)phenyl)ethynyl)benzyl)piperidin-4-carboxylate O[C@@H](C)C=1N(C=CN1)CC=1N=C(OC1)C1=CC=C(C=C1)C#CC1=CC=C(CN2CCC(CC2)C(=O)OC)C=C1